N1=NN(C2=NC=CC=C21)OC=2N=CC=NC2 5-{3H-[1,2,3]triazolo[4,5-b]pyridin-3-yloxy}pyrazine